N-(6-(bromomethyl)-1-oxo-3-(o-tolyl)isoindolin-4-yl)benzo[d]isothiazole-3-carboxamide BrCC1=CC(=C2C(NC(C2=C1)=O)C1=C(C=CC=C1)C)NC(=O)C1=NSC2=C1C=CC=C2